5,15-diphenyl-10-(pyridin-3-yl)porphyrin C1(=CC=CC=C1)C=1C2=CC=C(N2)C=C2C=CC(C(=C3C=CC(=C(C=4C=CC1N4)C=4C=NC=CC4)N3)C3=CC=CC=C3)=N2